BrC1=C(NCCCN(C(OC(C)(C)C)=O)C)C(=CC(=C1)OC)[N+](=O)[O-] tert-butyl N-[3-(2-bromo-4-methoxy-6-nitro-anilino)propyl]-N-methyl-carbamate